CCCCCCCCCCCCC(CCCCCCCCC)NCCS(=O)(=O)O N-(13-docosyl)taurine